4-(6-chloropyridin-3-yl)piperidin-2-one ClC1=CC=C(C=N1)C1CC(NCC1)=O